methylprop-2-enamide hydrochloride Cl.CC(C(=O)N)=C